C(C)(=O)[O-].COC(=O)[NH+]1C(CCCC1)C (methoxycarbonyl)-2-methylpiperidinium acetate